O1C(=NC=C1)P(O)(=O)O oxazol-phosphonic acid